FC1=C(C=C(C=C1)NC(=O)N1CC=2C(=NN3C2C=2C(CC(C3)C)=CON2)CC1)C(F)(F)F N-(4-fluoro-3-(trifluoromethyl)phenyl)-5-methyl-5,6,9,10-tetrahydro-4H-isoxazolo[3,4-c]pyrido[4',3':3,4]pyrazolo[1,5-a]azepine-11(12H)-carboxamide